4-(3-((3-(Methylamino)-1-phenylpropoxy)methyl)phenyl)-1,4-diazepan-5-one CNCCC(OCC=1C=C(C=CC1)N1CCNCCC1=O)C1=CC=CC=C1